5-[(trifluoromethyl)phenyl]-1H-pyrazol FC(F)(F)C1=C(C=CC=C1)C1=CC=NN1